3-[(3-chloro-2-methoxyphenyl)amino]-7-[(2S)-1,4-dioxan-2-ylmethyl]-2-(3-fluoropyridin-4-yl)-1h,5h,6h,7h-pyrrolo[3,2-c]pyridin-4-one ClC=1C(=C(C=CC1)NC1=C(NC2=C1C(NCC2C[C@@H]2OCCOC2)=O)C2=C(C=NC=C2)F)OC